C1N(CCC2=CC=CC=C12)C=1C=C(C=CC1C(=O)N1CCN(CC1)CCC)NC(=O)C1CC1 N-(3-(3,4-dihydroisoquinolin-2(1H)-yl)-4-(4-propylpiperazine-1-carbonyl)phenyl)cyclopropanecarboxamide